3-{2-[(3R)-3-methylmorpholin-4-yl]-8-(1H-pyrazol-5-yl)-1,7-naphthyridin-4-yl}pyridin-2-amine C[C@H]1N(CCOC1)C1=NC2=C(N=CC=C2C(=C1)C=1C(=NC=CC1)N)C1=CC=NN1